N[C@@H]1CN(CC[C@H]1F)C1=NC2=C(N1CC(=O)N1CC(C1)C#N)C=C(C(=C2)F)F 1-(2-(2-((3r,4r)-3-amino-4-fluoropiperidin-1-yl)-5,6-difluoro-1H-benzo[d]imidazol-1-yl)acetyl)azetidine-3-carbonitrile